7-methoxy-5-nitro-1,3-benzoxazole COC1=CC(=CC=2N=COC21)[N+](=O)[O-]